N-(3-(6-aminopyridin-3-yl)prop-2-yn-1-yl)-2-(2,4-bis(trifluoromethyl)phenyl)-N-(4-fluorophenyl)acetamide sodium [Na].NC1=CC=C(C=N1)C#CCN(C(CC1=C(C=C(C=C1)C(F)(F)F)C(F)(F)F)=O)C1=CC=C(C=C1)F